C(C)(C)(C)OC(=O)N1C(C(C2=NNC(C=3C=C(C=C1C23)F)=O)N2C(OC3=C(C2=O)C=CC=C3)=O)C3=CC=C(C=C3)F 5-fluoro-8-(4-fluorophenyl)-9-(2H-benzo[e][1,3]oxazin-2,4(3H)-dione-3-yl)-8,9-dihydro-2H-pyrido[4,3,2-de]phthalazin-3(7H)-one-7-carboxylic acid tert-butyl ester